4-(2-fluoro-5-((4-oxo-3,4-dihydrophthalazin-1-yl)methyl)benzoyl)piperazine FC1=C(C(=O)N2CCNCC2)C=C(C=C1)CC1=NNC(C2=CC=CC=C12)=O